CNC(=O)C1=C(N=CS1)C N,4-dimethyl-1,3-thiazole-5-carboxamide